(±)-(R)-2-((S)-4-(4-chlorophenyl)-2,3,9-trimethyl-6H-thieno[3,2-f][1,2,4]triazolo[4,3-a][1,4]diazepin-6-yl)propanoic acid ClC1=CC=C(C=C1)C1=N[C@H](C=2N(C3=C1C(=C(S3)C)C)C(=NN2)C)[C@H](C(=O)O)C |r|